C(CCCC#C)C1=C(C=CC=C1)C1=CC=CC=C1 (hex-5-yn-1-yl)-[1,1'-biphenyl]